2',3'-O-diacetyl-5'-O-tert-butyldimethylsilyl-uridine C(C)(=O)[C@@]1([C@@H](O[C@@H]([C@H]1OC(C)=O)CO[Si](C)(C)C(C)(C)C)N1C(=O)NC(=O)C=C1)O